[Cl-].C(C)C=1NC=CN1 ethylimidazole chloride salt